9,9'-((3-([1,1'-biphenyl]-2-yl)-4-(2-(4,6-diphenyl-1,3,5-triazin-2-yl)phenyl)pyridine-2,6-diyl)bis(4,1-phenylene))bis(3-methyl-9H-carbazole) C1(=C(C=CC=C1)C=1C(=NC(=CC1C1=C(C=CC=C1)C1=NC(=NC(=N1)C1=CC=CC=C1)C1=CC=CC=C1)C1=CC=C(C=C1)N1C2=CC=CC=C2C=2C=C(C=CC12)C)C1=CC=C(C=C1)N1C2=CC=CC=C2C=2C=C(C=CC12)C)C1=CC=CC=C1